3-Acrylamido-N-(3-((5-((6,6-dimethylpiperidin-3-yl)oxy)-3-isopropylpyrazolo[1,5-a]pyrimidin-7-yl)amino)phenyl)benzamide C(C=C)(=O)NC=1C=C(C(=O)NC2=CC(=CC=C2)NC2=CC(=NC=3N2N=CC3C(C)C)OC3CNC(CC3)(C)C)C=CC1